4-(2-((3,5-Dimethylpyridin-2-yl)sulfonyl)-2-azaspiro[3.4]oct-6-yl)morpholine CC=1C(=NC=C(C1)C)S(=O)(=O)N1CC2(C1)CC(CC2)N2CCOCC2